C(C(=C)C)(=O)OCCCCCCCCCCOP(=O)(O)O.S1C(=C(C=C1)C(=O)OC)C(=O)OC dimethyl 2,3-thiophenedicarboxylate methacryloxydecyl-hydrogenphosphate